CN(C=1SC2=C(N=NC(=C2)C2=C(C=C(C=C2)C=2C=NNC2)O)N1)C1CC(C1)NC 2-(6-{Methyl-[3-(methylamino)cyclobutyl]amino}[1,3]thiazolo[4,5-c]pyridazin-3-yl)-5-(1H-pyrazol-4-yl)phenol